2-(6-chloropyridazin-3-yl)-2-(2,4-dichlorophenyl)acetamide ClC1=CC=C(N=N1)C(C(=O)N)C1=C(C=C(C=C1)Cl)Cl